3-(4-fluoro-3-(trifluoromethyl)phenyl)-5-(2-(3-fluoropyrrolidin-1-yl)-2-oxoethyl)-1-(pyridin-2-yl)-1H-pyrrolo[3,2-c]pyridin-4(5H)-one FC1=C(C=C(C=C1)C1=CN(C2=C1C(N(C=C2)CC(=O)N2CC(CC2)F)=O)C2=NC=CC=C2)C(F)(F)F